C(C1CO1)N1CCN(CC1)C1=CC=C(NN(CC2CO2)CC2CO2)C=C1 4-(4-glycidylpiperazinyl)-(N,N-diglycidylamino)aniline